S(=O)(=O)(O)OC=1C(O)=CC=CC1 Catechol-sulfate